SC1=NC(=CC(=N1)O)C(F)(F)F 2-mercapto-6-(trifluoromethyl)pyrimidin-4-ol